C(C)OC(=O)C1=NOC(=C1)C=1C=C2C(=C(N(C2=CC1)Cl)CC1=CC=CC=C1)C#N 5-(N-chlorobenzyl-3-cyanoindol-5-yl)isoxazole-3-carboxylic acid ethyl ester